C(C)SC=1OC2=C(C=C(C=C2C(C1)=O)C)C(C)NC1=C(C(=O)OC(C)(C)C)C=CC=C1 tert-butyl 2-[1-(2-ethylsulfanyl-6-methyl-4-oxo-chromen-8-yl) ethylamino]-benzoate